5-(1-(3-bromophenyl)-3-methylenecyclobutyl)-4-methyl-4H-1,2,4-triazole-3-thiol BrC=1C=C(C=CC1)C1(CC(C1)=C)C=1N(C(=NN1)S)C